(5R)-8-Chloro-N-ethyl-1-[trans-4-(pyridin-2-yloxy)cyclohexyl]-5,6-dihydro-4H-[1,2,4]triazolo[4,3-a][1]benzazepin-5-amin ClC=1C=CC2=C(C[C@H](CC=3N2C(=NN3)[C@@H]3CC[C@H](CC3)OC3=NC=CC=C3)NCC)C1